3-CYANOMETHOXYPHENYLBORONIC ACID C(#N)COC=1C=C(C=CC1)B(O)O